C(C1=CC=CC=C1)OC1CC2(C(OCC3=CC=CC(=C23)F)=O)CCC1 3-(benzyloxy)-5'-fluorospiro[cyclohexane-1,4'-isochroman]-3'-one